5-(Methylamino)-2-(1-naphthalenyl)-4-oxazolecarbonitrile CNC1=C(N=C(O1)C1=CC=CC2=CC=CC=C12)C#N